O1C(=NC=C1)C1=NNC=N1 Oxazol-2-yl-[1,2,4]triazol